COC(C1=C(C=C(C(=C1)B1OC(C(O1)(C)C)(C)C)N)F)=O 4-Amino-2-fluoro-5-(4,4,5,5-tetramethyl-1,3,2-dioxaborolan-2-yl)benzoic acid methyl ester